FCC1(CC1)CNC(=O)OC(C)(C)C 2-methylpropan-2-yl ({[(fluoromethyl)cyclopropyl]methyl}amino)methanoate